CC1(C2=C(CN(CC1)C(=O)OC1CCCCC1)C=C(C=C2)N2CCC(CC2)N2CCOCC2)C cyclohexyl 5,5-dimethyl-8-(4-morpholinopiperidin-1-yl)-1,3,4,5-tetrahydro-2H-benzo[c]azepine-2-carboxylate